2-(2-(4-(p-fluorophenyl)benzylidene)hydrazino)-4-methyl-5-(1-(guanidinoimino)ethyl)-thiazole FC1=CC=C(C=C1)C1=CC=C(C=NNC=2SC(=C(N2)C)C(C)=NNC(=N)N)C=C1